allyl 2-ethylphenylacetate C(C)C1=C(C=CC=C1)CC(=O)OCC=C